[C@@H]12OC[C@@H](N(C1)C1CCN(CC1)C(=O)C1=CC=C(C3=C1CCO3)NC3=CC(=C1C(=N3)NC=C1C(F)(F)F)NCC)C2 (4-((1S,4S)-2-oxa-5-azabicyclo[2.2.1]heptan-5-yl)piperidin-1-yl)(7-((4-(ethylamino)-3-(trifluoromethyl)-1H-pyrrolo[2,3-b]pyridin-6-yl)amino)-2,3-dihydrobenzofuran-4-yl)methanone